2-bromoimidazo[2,1-b]thiazole BrC1=CN2C(S1)=NC=C2